COC1=NC=C(C2=C1N=C(S2)[NH-])N2CC1(CCOC1)CC2 [4-methoxy-7-(2-oxa-7-aza-spiro[4.4]non-7-yl)-thiazolo[4,5-c]pyridin-2-yl]-amid